(1R,9S)-1-((S)-1-acetamidoallyl)-9-ethyl-5-fluoro-4-methyl-10,13-dioxo-2,3,9,10,13,15-hexahydro-1H,12H-benzo[de]pyrano[3',4':6,7]indolizino[1,2-b]quinolin-9-yl acetate C(C)(=O)O[C@@]1(C(OCC=2C(N3CC=4C(=NC=5C=C(C(=C6C5C4[C@@H](CC6)[C@H](C=C)NC(C)=O)C)F)C3=CC21)=O)=O)CC